BrC1(C(NC2=CC=C(C=C12)Br)=O)CCO[Si](C(C)C)(C(C)C)C(C)C 3,5-dibromo-3-(2-(triisopropylsilyloxy)ethyl)oxindole